N-isopropyl-N1-methyl-N8-(4-phenylthiazol-2-yl)octanediamide C(C)(C)N(C(CCCCCCC(=O)NC=1SC=C(N1)C1=CC=CC=C1)=O)C